(E)-4-(dimethylamino)-1-[3-[(1S,3R)-3-[[4-(oxetan-3-yloxy)-5-(trifluoromethyl)pyrimidin-2-yl]amino]cyclohexyl]-6,8-dihydro-5H-[1,2,4]triazolo[4,3-a]pyrazin-7-yl]but-2-en-1-one CN(C/C=C/C(=O)N1CC=2N(CC1)C(=NN2)[C@@H]2C[C@@H](CCC2)NC2=NC=C(C(=N2)OC2COC2)C(F)(F)F)C